(R)-chroman-3-amine hydrochloride Cl.O1C[C@@H](CC2=CC=CC=C12)N